CN(C(OC1=C(C(=NN1C1=CC=C(C=C1)NC)C)C(NC1=CC(=CC=C1)CC)=O)=O)C 4-((3-ethylphenyl) carbamoyl)-3-methyl-1-(4-(methylamino) phenyl)-1H-pyrazol-5-yl dimethylcarbamate